O=C1NC2=CC=C(C=C2C1=C(NC1=CC=C(C=C1)CN1CCCCC1)C1=CC=CC=C1)C1=NC=CC=C1CC(=O)N 2-oxo-3-(phenyl-((4-(piperidin-1-ylmethyl)phenyl)amino)methylene)indolin-5-yl-3-pyridineacetamide